CN1C(=CC=C1)C1=CC=C(O1)C=C(C#N)C#N 2-[5-(1-methyl-1H-pyrrol-2-yl)-furan-2-ylmethylene]-malononitrile